gamma-glutamylmercapto-cysteine S-oxide N[C@@H](CCC(=O)SN[C@@H](CS=O)C(=O)O)C(=O)O